4-methyl-1-piperazino-2-ethanol CN1CCN(CC1)CCO